2-(((4-cyano-7-(3-isopropyl-1H-pyrazol-1-yl)-2,3-dihydrobenzofuran-5-yl)amino)methyl)-N-hydroxyacrylamide C(#N)C1=C(C=C(C2=C1CCO2)N2N=C(C=C2)C(C)C)NCC(C(=O)NO)=C